NC1=CC=C(C(=O)NC=2C3=C(N(N2)C(=O)OCC)C(N(C3)C(N[C@H](CN(C)C)C3CCOCC3)=O)(C)C)C=C1 Ethyl (S)-3-(4-aminobenzamido)-5-((2-(dimethylamino)-1-(tetrahydro-2H-pyran-4-yl)ethyl)carbamoyl)-6,6-dimethyl-5,6-dihydropyrrolo[3,4-c]pyrazole-1(4H)-carboxylate